C(C)(C)(C)OC(=O)N1C[C@H](CC1)OC1=CC=C(C=C1)C(=O)OC (S)-3-(4-(methoxycarbonyl)phenoxy)pyrrolidine-1-carboxylic acid tert-butyl ester